C1(=C(C=CC=C1)[Bi])C (o-tolyl)bismuth